N-[2-Hydroxy-1-(4-trifluoromethoxyphenyl)-ethyl]-3-[3-(4-trifluoromethyl-benzyl)-3H-imidazo[4,5-b]pyridin-2-yl]-propionamid OCC(C1=CC=C(C=C1)OC(F)(F)F)NC(CCC1=NC=2C(=NC=CC2)N1CC1=CC=C(C=C1)C(F)(F)F)=O